ClC1=NC=C(C(=C1)N1CC(CCC1)O)C#CC=1C=NN(C1)C1CCOCC1 (2-chloro-5-((1-(tetrahydro-2H-pyran-4-yl)-1H-pyrazol-4-yl)ethynyl)pyridin-4-yl)piperidin-3-ol